C(CCCCCCCCCC)C=1[NH+]=CNC1CCCCCCCCCCC 4,5-bis(undecyl)imidazolium